(1S,2S)-N-(4-((6-cyclopropyl-8-(3-methyl-2,4-dioxoimidazolidin-1-yl)imidazo[1,2-a]pyridin-2-yl)ethynyl)pyridin-2-yl)-2-(4-methylpyrimidin-2-yl)cyclopropane-1-carboxamide C1(CC1)C=1C=C(C=2N(C1)C=C(N2)C#CC2=CC(=NC=C2)NC(=O)[C@@H]2[C@H](C2)C2=NC=CC(=N2)C)N2C(N(C(C2)=O)C)=O